C(C)(=O)C=1C=C(C=CC1)NC(CC1=CC=C(C=C1)NC1=CC(=NC2=CC=CC=C12)C)=O N-(3-acetylphenyl)-2-(4-((2-methylquinolin-4-yl)amino)phenyl)acetamide